OC1=C(C=C(C=C1)NC(C1=CC=C(C=C1)N1CCOCC1)=O)S(=O)(=O)C N-(4-hydroxy-3-(methylsulfonyl)phenyl)-4-morpholinobenzamide